FCC=1C=C(C=C(C1)OC)NC1=NC=C(C(=N1)NN1C(OC2=C1C=CC=C2)=O)C (2-(3-(fluoromethyl)-5-methoxyphenylamino)-5-methylpyrimidin-4-ylamino)benzo[d]oxazol-2(3H)-one